N-((s)-quinuclidin-3-yl)picolinamide N12C[C@H](C(CC1)CC2)NC(C2=NC=CC=C2)=O